C1(CC1)C=1C=C(C=2N(C1)N=C(N2)CNC(OC(C)(C)C)=O)N2CCN(CC2)C tert-butyl ((6-cyclopropyl-8-(4-methylpiperazin-1-yl)-[1,2,4]triazolo[1,5-a]pyridin-2-yl)methyl)carbamate